C[Si]1(CCC(CC1)NC(=O)C1=CC=2C(=CN=CC2OC)N1)C N-(1,1-dimethylsilacyclohexan-4-yl)-4-methoxy-1H-pyrrolo[2,3-c]pyridine-2-carboxamide